OC[C@H]1OC(C[C@@H]1O)OC (2R,3S)-2-(hydroxymethyl)-5-methoxyoxolan-3-ol